(R)-4-fluoro-1-(1-(4-fluorophenyl)ethyl)-1H-imidazole-5-carboxylic acid FC=1N=CN(C1C(=O)O)[C@H](C)C1=CC=C(C=C1)F